1-Cyclopropylazetidin-3-yl(8-amino-7-fluoro-6-(8-methyl-2,3-dihydro-1H-pyrido[2,3-b][1,4]oxazin-7-yl)isoquinolin-3-yl)carbamate C1(CC1)N1CC(C1)N(C([O-])=O)C=1N=CC2=C(C(=C(C=C2C1)C1=C(C2=C(OCCN2)N=C1)C)F)N